Thiazol-4(5H)-one S1C=NC(C1)=O